3-[[5-Methoxy-6-(4-methylpiperazin-1-yl)-3-pyridyl]amino]-5-(methylamino)-6-(3-methylimidazo[4,5-c]pyridin-7-yl)pyrazin-2-carboxamid COC=1C=C(C=NC1N1CCN(CC1)C)NC=1C(=NC(=C(N1)NC)C=1C2=C(C=NC1)N(C=N2)C)C(=O)N